N1(CCOCC1)C(=O)C=1C=CC(=C(C1)C1=C(N=C(S1)C=1C=NNC1)C(=O)N)N1CCCCC1 (5-(morpholine-4-carbonyl)-2-(piperidin-1-yl)phenyl)-2-(1H-pyrazol-4-yl)thiazole-4-carboxamide